BrC1=NN(C=N1)CC 3-bromo-1-ethyl-1,2,4-triazole